C(CCC)[Si](OCCN1CC(CCC1)N)(C)C 1-[2-[Z-butyl(dimethyl)silyl]oxyethyl]piperidin-3-amine